C(C)(C)(C)[Si](OCC1=C(C=CC(=C1)Cl)CO)(C)C [2-[[tert-butyl-(dimethyl)silyl]oxymethyl]-4-chloro-phenyl]methanol